FC(C=1C(=C(C=CC1)[C@@H](C)NC=1C2=C(N=C(N1)C)N=C(C(=C2)S(=O)(=O)N2CCN(CC2)C)OC)F)F (R)-N-(1-(3-(Difluoromethyl)-2-fluorophenyl)ethyl)-7-methoxy-2-methyl-6-((4-methylpiperazin-1-yl)sulfonyl)pyrido[2,3-d]pyrimidin-4-amine